NC=1C2=C(N=C(N1)C=1N=C(C=3N(C1)N=CN3)CC3CCCCC3)NC(C2(C)C2=CC(=C(C(=C2)O)Cl)F)=O 4-Amino-5-(4-chloro-3-fluoro-5-hydroxyphenyl)-2-(8-(cyclohexylmethyl)-[1,2,4]triazolo[1,5-a]pyrazin-6-yl)-5-methyl-5,7-dihydro-6H-pyrrolo[2,3-d]pyrimidin-6-one